6-[(3R)-3-allyl-5-oxo-morpholin-4-yl]-3-nitro-5-(trifluoromethyl)pyridine-2-carboxylic acid methyl ester COC(=O)C1=NC(=C(C=C1[N+](=O)[O-])C(F)(F)F)N1[C@@H](COCC1=O)CC=C